FC1(CN(C2(C1O)CCCC2)C(=O)C2=NC=CC(=N2)C)F (3,3-difluoro-4-hydroxy-1-azaspiro[4.4]nonan-1-yl)(4-methylpyrimidin-2-yl)methanone